C(C)(C)(C)OC(=O)N[C@H]1[C@H](CCCC1)N cis-N-tert-butyloxycarbonyl-1,2-cyclohexanediamine